C1(=CC=CC=C1)C1C(=O)OCCC1 α-phenyl-δ-valerolactone